3-((3-fluorophenyl)amino)-4-((pyridin-2-ylmethyl)amino)cyclobut-3-ene-1,2-dione FC=1C=C(C=CC1)NC=1C(C(C1NCC1=NC=CC=C1)=O)=O